(S)-2-(4-(2-ethyl-5-(3-methylisoxazol-5-yl)pyrimidin-4-yl)azepan-1-yl)-1-morpholinoethan-1-one C(C)C1=NC=C(C(=N1)[C@@H]1CCN(CCC1)CC(=O)N1CCOCC1)C1=CC(=NO1)C